ethyl 4-(5-methoxy-6-(3-((6-methoxyisoindolin-5-yl) oxy) propoxy) isoindolin-2-yl)-4-oxobutanoate COC=1C=C2CN(CC2=CC1OCCCOC=1C=C2CNCC2=CC1OC)C(CCC(=O)OCC)=O